O1CCC(CC1)C(=O)N1CCC(CC1)NC(=O)NC1=CC=C(C=C1)OC(F)(F)F 1-(1-(tetrahydro-2H-pyran-4-carbonyl)piperidin-4-yl)-3-(4-(trifluoromethoxy)phenyl)urea